3-(2-bromoethyl)pyrrolidin-2-one BrCCC1C(NCC1)=O